C(#N)C=1C=C(C(=NC1)[C@H](C)NC(CN1C(NC2=C(C1=O)C(=NC=C2)C)=O)=O)F N-[(1S)-1-(5-cyano-3-fluoropyridin-2-yl)ethyl]-2-{5-methyl-2,4-dioxo-1H-pyrido[4,3-d]pyrimidin-3-yl}acetamide